N-arachidonoyl-tyrosine C(CCC\C=C/C\C=C/C\C=C/C\C=C/CCCCC)(=O)N[C@@H](CC1=CC=C(C=C1)O)C(=O)O